COC1=C(C=CC(=C1)C)C(C=CC1=CC=C(C(=O)O)C=C1)=O 4-[3-(2-Methoxy-4-methylphenyl)-3-oxoprop-1-en-1-yl]benzoic acid